2-(4-fluorophenyl)-2-(piperidin-4-yl)acetonitrile hydrochloride Cl.FC1=CC=C(C=C1)C(C#N)C1CCNCC1